FC(C1=NC=CC(=C1)N1CC(C1)CC(=O)N1CC=2N=C3COCC3=C(C2C1)C)F 2-[1-(2-Difluoromethyl-pyridin-4-yl)-azetidin-3-yl]-1-(8-methyl-5,7-dihydro-1H,3H-2-oxa-4,6-diaza-s-indacen-6-yl)-ethanone